methyl 6-[(1,4,10,13-tetraoxa-7,16-diazacyclooctadecan-7-yl)methyl]pyridine-2-carboxylate O1CCOCCN(CCOCCOCCNCC1)CC1=CC=CC(=N1)C(=O)OC